CN1C(C2=C(C=C1)C=C(N2)C(=O)N)=O 6-methyl-7-oxo-6,7-dihydro-1H-pyrrolo[2,3-c]pyridine-2-carboxamide